C(#C)C=1C=CC2=C(C(=N[C@@H](C=3N2C=NC3C(=O)NC)C)C3=NC=CC=C3)C1 (R)-8-ethynyl-N,4-dimethyl-6-(pyridin-2-yl)-4H-benzo[f]imidazo[1,5-a][1,4]diazepine-3-carboxamide